O1C(CCCC1)OC=CCC#CC=CCCCCCCCCC 1-tetrahydropyranyloxy-hexadecadiene-4-yne